N-[3-[[2-chloro-4-[[5-(2,3-difluoro-4-methoxyphenyl)-1-methylimidazole-2-carbonyl]amino]benzoyl]amino]cyclobutyl]piperidine-4-carboxamide ClC1=C(C(=O)NC2CC(C2)NC(=O)C2CCNCC2)C=CC(=C1)NC(=O)C=1N(C(=CN1)C1=C(C(=C(C=C1)OC)F)F)C